8-(2-amino-6-((R)-1-(4-chloro-2-(3-methyl-1H-pyrazol-1-yl)phenyl)-2,2,2-trifluoroethoxy)pyrimidin-4-yl)-2-azaspiro[4.5]dec-7-ene-3-carboxylic acid hydrochloride Cl.NC1=NC(=CC(=N1)C1=CCC2(CC(NC2)C(=O)O)CC1)O[C@@H](C(F)(F)F)C1=C(C=C(C=C1)Cl)N1N=C(C=C1)C